C1(=CC(=CC=C1)C([C@H](C(C)C)OC(N[C@H](C(=O)N[C@H](CO)C[C@H]1C(NCC1)=O)CC(C)C)=O)(F)F)C1=CC=CC=C1 ((S)-1-(((S)-1-hydroxy-3-((S)-2-oxopyrrolidin-3-yl)propan-2-yl)amino)-4-methyl-1-oxopentan-2-yl)carbamic acid (S)-1-([1,1'-biphenyl]-3-yl)-1,1-difluoro-3-methylbutan-2-yl ester